2-(6,6-difluoro-3-azabicyclo[3.1.0]hexane-3-yl)-4-phenylpyridine FC1(C2CN(CC12)C1=NC=CC(=C1)C1=CC=CC=C1)F